FC=1C(=CC=2C3=C(NC(C2C1)=O)COCC3N(C(=O)C=3C=C1CCCC1=CC3)C)F N-(8,9-difluoro-6-oxo-1,4,5,6-tetrahydro-2H-pyrano[3,4-c]isoquinolin-1-yl)-N-methyl-2,3-dihydro-1H-indene-5-carboxamide